O.[Ni](Cl)Cl.C(CN)N.C(CN)N.C(CN)N tri(ethylenediamine) nickel chloride hydrate